lithium bis(methylsilane) oxalate borate B([O-])(O)O.C(C(=O)O)(=O)O.C[SiH3].C[SiH3].[Li+]